4-(1,3,3-trimethyl-2-oxo-2,3-dihydro-1H-indol-5-yl)piperidine-1-carboxylic acid tert-butyl ester C(C)(C)(C)OC(=O)N1CCC(CC1)C=1C=C2C(C(N(C2=CC1)C)=O)(C)C